(2S,4R)-1-(2-(3-acetyl-6-hydroxy-5-(2-methylpyrimidin-5-yl)-1H-indol-1-yl)acetyl)-N-(2-chloro-2-fluoro-[1,1'-biphenyl]-3-yl)-4-fluoropyrrolidine-2-carboxamide C(C)(=O)C1=CN(C2=CC(=C(C=C12)C=1C=NC(=NC1)C)O)CC(=O)N1[C@@H](C[C@H](C1)F)C(=O)NC1C(C(=CC=C1)C1=CC=CC=C1)(F)Cl